4-[tert-butoxycarbonyl(methyl)amino]butyl 4-methyl-benzenesulfonate CC1=CC=C(C=C1)S(=O)(=O)OCCCCN(C)C(=O)OC(C)(C)C